FC=1C=C(C2=C(C3N(CC(O2)C3)C(=O)C32CCC(C3)(C2)C#N)C1)F 4-(7,9-difluoro-2,3,4,5-tetrahydro-2,5-methanobenzo[f][1,4]oxazepine-4-carbonyl)bicyclo[2.1.1]hexane-1-carbonitrile